CN1CC2=CC(=CC(=C2CC1)C)C1=CC2=C(N=N1)NC=C2C=2C=NN(C2)CC(=O)NC 2-(4-(3-(2,5-dimethyl-1,2,3,4-tetrahydroisoquinolin-7-yl)-7H-pyrrolo[2,3-c]pyridazin-5-yl)-1H-pyrazol-1-yl)-N-methylacetamide